Potassium hydrogen sulfuroperoxoate S(O)(=O)(=O)O[O-].[K+]